C(CCCCC)NC(=O)N1C(=O)NC(=O)C(=C1)F 1-hexylcarbamoyl-5-fluorouracil